2-ISOCYANO-1-METHOXY-3-METHYL-BENZENE [N+](#[C-])C1=C(C=CC=C1C)OC